N4-(2,5-dichloro-4-(4-(4-methylpiperazin-1-yl)piperidin-1-yl)phenyl)-N6-(2-(2-fluorophenyl)pyridin-4-yl)pyrimidine-4,6-diamine ClC1=C(C=C(C(=C1)N1CCC(CC1)N1CCN(CC1)C)Cl)NC1=NC=NC(=C1)NC1=CC(=NC=C1)C1=C(C=CC=C1)F